2-(1-Benzyl-4,4-difluoro-5-methylpiperidin-3-yl)propionic acid methyl ester COC(C(C)C1CN(CC(C1(F)F)C)CC1=CC=CC=C1)=O